C[NH-] N-METHYLAMIDE